2,4-di-tert-butylphenyl phosphite P(OC1=C(C=C(C=C1)C(C)(C)C)C(C)(C)C)([O-])[O-]